methyl 6-(2,4-dichlorophenyl)-5-(4-((1-(3-fluoropropyl) pyrrolidin-3-yl) methyl) phenyl)-7,8-dihydronaphthalene-2-carboxylate ClC1=C(C=CC(=C1)Cl)C1=C(C=2C=CC(=CC2CC1)C(=O)OC)C1=CC=C(C=C1)CC1CN(CC1)CCCF